N1=CC=C(C=C1)SC1=C(C(=O)O)C=CN=C1 3-(Pyridin-4-ylsulfanyl)isonicotinic acid